BrC=1C(=NN(C1)C)C(=O)N1CCN(CC1)CCC1=C(C=C(C=C1)F)F (4-Bromo-1-methyl-1H-pyrazol-3-yl)-{4-[2-(2,4-difluorophenyl)-ethyl]-piperazin-1-yl}-methanone